FC1=CC(=C(OCC=O)C=C1)C 2-(4-fluoro-2-methylphenoxy)ethan-1-one